ClC1=NC(=CC(=N1)C(=O)OC)NCCCN(C(C)=O)C Methyl 2-chloro-6-((3-(N-methylacetamido)propyl)amino)pyrimidine-4-carboxylate